COC(C1=CC=C(C=C1)C(NC1=CC2=C(NC(=N2)C2=CC=C(C=C2)OC)C=C1)=O)=O 4-((2-(4-methoxyphenyl)-1H-benzimidazol-5-yl)carbamoyl)benzoic acid methyl ester